N-(3,4-dichlorobenzyl)-4-(1-methyl-1H-indazol-5-yl)-5-(6-methylpyridin-2-yl)-1H-imidazol-2-amine ClC=1C=C(CNC=2NC(=C(N2)C=2C=C3C=NN(C3=CC2)C)C2=NC(=CC=C2)C)C=CC1Cl